5-[4-(5-fluoro-2,3-dihydrobenzofuran-7-yl)-2-hydroxy-4-methyl-2-trifluoromethyl-pentylamino]-2-methylquinoline FC=1C=C(C2=C(CCO2)C1)C(CC(CNC1=C2C=CC(=NC2=CC=C1)C)(C(F)(F)F)O)(C)C